CC(C)(C)OC(NCCNCCSC)=O N-[2-[[2-(methylthio)ethyl]amino]ethyl]carbamic acid 1,1-dimethylethyl ester